CP(O[NH3+])([O-])=O ammonio methylphosphonate